C(C)[Si](C=1C=C(C=CC1)C(=C)C1=CC=CC=C1)(OC(C)C)CC 1-[3-(diethylisopropoxysilyl)phenyl]-1-phenylethylene